C(C)(C)(C)[Si](C)(C)OCC1=C2C=NC(=NC2=C(C(=C1Cl)I)F)SCC Tert-butyl-[(6-chloro-2-ethylsulfanyl-8-fluoro-7-iodo-quinazolin-5-yl)methoxy]-dimethyl-silane